C1N(CCC2=CC=CC=C12)C[C@H](CN1CC(OC2=C(C1=O)C=CC(=C2)CN2CCN(CC2)C=O)(C)C)O 4-[[4-[(2R)-3-(3,4-dihydro-1H-isoquinolin-2-yl)-2-hydroxy-propyl]-2,2-dimethyl-5-oxo-3H-1,4-benzoxazepine-8-yl]methyl]piperazine-1-carbaldehyde